C1(CC1)C(NC)C1=CC=NC=C1 1-cyclopropyl-N-methyl-1-(4-pyridyl)methanamine